1-(4-(4-chloro-3-isopropyl-2-(8-methoxy-[1,2,4]triazolo[1,5-a]pyridin-6-yl)-1H-pyrrolo[2,3-c]pyridin-5-yl)piperazin-1-yl)-2-(dimethylamino)ethan-1-one ClC1=C2C(=CN=C1N1CCN(CC1)C(CN(C)C)=O)NC(=C2C(C)C)C=2C=C(C=1N(C2)N=CN1)OC